P(O)(O)O.C(C)(C)(C)C=1C=C(C=C(C1O)C(C)(C)C)CCC(=O)O.C(C)(C)(C)C=1C=C(C=C(C1O)C(C)(C)C)CCC(=O)O.C(C)(C)(C)C=1C=C(C=C(C1O)C(C)(C)C)CCC(=O)O.C(C)(C)(C)C=1C=C(C=C(C1O)C(C)(C)C)CCC(=O)O.OCC(CO)(CO)CO pentaerythritol tetra[beta-(3,5-di-tert-butyl-4-hydroxyphenyl) propionate] phosphite